O1C=CC=2C(=NC=CC21)C2=CC=C(C(=O)NC1CCN(CC1)C1=NC=C(C=C1)CO)C=C2 4-(furo[3,2-c]pyridin-4-yl)-N-{1-[5-(hydroxymethyl)pyridin-2-yl]piperidin-4-yl}benzamide